C(C)(C)(C)OC(NCC1=CC=C(C=C1)C1=NN(C(C2=CC=C(C=C12)OC)=O)C)=O 4-(7-methoxy-3-methyl-4-oxo-3,4-dihydro-phthalazin-1-yl)benzyl-carbamic acid tert-butyl ester